tert-butyl N-(4-bromo-2-fluorobenzenesulfonyl)carbamate BrC1=CC(=C(C=C1)S(=O)(=O)NC(OC(C)(C)C)=O)F